C(#N)CNC(OC1=CC=CC=C1)=O phenyl (cyanomethyl)carbamate